C[C@H]1CC2(CN(C2)C(=O)OC(C)(C)C)CC[C@@H]1OS(=O)(=O)C |r| rac-tert-Butyl (6s,7S)-6-methyl-7-((methylsulfonyl)oxy)-2-azaspiro[3.5]nonane-2-carboxylate